6-chloro-4-((2-fluorophenyl)amino)-N-phenylpyridinamide ClC1=CC(=CC(=N1)C(=O)NC1=CC=CC=C1)NC1=C(C=CC=C1)F